4-(2-(2,6-Dioxopiperidin-3-yl)-1-oxoisoindolin-5-yl)piperazine-1-carboxylate O=C1NC(CCC1N1C(C2=CC=C(C=C2C1)N1CCN(CC1)C(=O)[O-])=O)=O